CN(C1=C(C=CC=C1)NC(=O)CCCCC(=O)O)C 5-([2-(DIMETHYLAMINO)PHENYL]CARBAMOYL)PENTANOIC ACID